C(=O)(OC(C)(C)C)N1CC(C1)(C(=O)O)C 1-(boc)-3-methylazetidine-3-carboxylic acid